O=C1NC(CCC1N1C(C2=CC=C3C(=C2C1)OCC31CCN(CC1)CC1=CC=C(C=C1)CC#N)=O)=O 2-(4-((7-(2,6-dioxopiperidin-3-yl)-6-oxo-7,8-dihydro-2H,6H-spiro[furo[2,3-e]isoindole-3,4'-piperidin]-1'-yl)methyl)phenyl)acetonitrile